C(C)C=1N=C2N(C=C(C=C2)C=2CCN(CC2)S(=O)(=O)C)C1N(C=1SC=C(N1)C1=CC=C(C=C1)F)C N-(2-ethyl-6-(1-(methylsulfonyl)-1,2,3,6-tetrahydropyridin-4-yl)imidazo[1,2-a]pyridin-3-yl)-4-(4-fluorophenyl)-N-methylthiazol-2-amine